C(C)(C)C1=CC(=C2C=3C=CC=C(C3C=CC2=C1)C)OC 7-Isopropyl-5-methoxy-1-methylphenanthrene